(3S)-1-[2-(2-chlorophenyl)-3-(4-chlorophenyl)-5-(2-hydroxy-2-methyl-propoxy)pyrazolo[1,5-a]pyrimidin-7-yl]piperidine-3-carboxamide ClC1=C(C=CC=C1)C1=NN2C(N=C(C=C2N2C[C@H](CCC2)C(=O)N)OCC(C)(C)O)=C1C1=CC=C(C=C1)Cl